tert-butyl 4-(3-(trifluoromethyl) benzyl)-1H-pyrazole-1-carboxylate FC(C=1C=C(CC=2C=NN(C2)C(=O)OC(C)(C)C)C=CC1)(F)F